1,2-bis(4-(decyloxy)phenyl)ethane-1,2-dione C(CCCCCCCCC)OC1=CC=C(C=C1)C(C(=O)C1=CC=C(C=C1)OCCCCCCCCCC)=O